((3S,7aS)-3-(((tert-butyldiphenylsilyl)oxy)methyl)hexahydro-1H-pyrrolizin-7a-yl)methanol [Si](C1=CC=CC=C1)(C1=CC=CC=C1)(C(C)(C)C)OC[C@@H]1CC[C@@]2(CCCN12)CO